Cl.Cl.N[C@H](C=1N=C2N(N=CC(=C2)[C@H](N2C(N[C@@H](C2)C2CC2)=O)C2CC2)C1)C1CCC(CC1)(F)F (R)-1-((R)-(2-((S)-Amino(4,4-difluorocyclohexyl)methyl)imidazo[1,2-b]pyridazin-7-yl)(cyclopropyl)methyl)-4-cyclopropylimidazolidin-2-one dihydrochloride